(1,3-dihydro-2-benzofuran-4-yl)-N-{2-[4-(methoxymethyl)-4-methylpiperidin-1-yl]phenyl}methanesulfonamide C1OCC2=C1C=CC=C2CS(=O)(=O)NC2=C(C=CC=C2)N2CCC(CC2)(C)COC